((((9H-fluoren-9-yl)-methoxy)carbonyl)amino)-3-(1-(tert-butoxycarbonyl)-4-fluoro-1H-indol-3-yl)propionic acid C1=CC=CC=2C3=CC=CC=C3C(C12)COC(=O)NC(C(=O)O)CC1=CN(C2=CC=CC(=C12)F)C(=O)OC(C)(C)C